C(C1=CC=CC=C1)C1(CN(CC1)S(=O)(=O)C)C=1C=C2C=NN(C2=CC1Cl)C1=CC=C(C=C1)F 5-(3-benzyl-1-(methylsulfonyl)pyrrolidin-3-yl)-6-chloro-1-(4-fluorophenyl)-1H-indazole